C12OCC(C1)(C2)C2=NC(=CC(=N2)NC2=CC(=NC=C2C2=NN1C(CN(CC1)C)=C2)NC(C)=O)C N-(4-((2-(2-oxabicyclo[2.1.1]hexan-4-yl)-6-methyl-pyrimidin-4-yl)amino)-5-(5-methyl-4,5,6,7-tetrahydropyrazolo[1,5-a]pyrazin-2-yl)pyridin-2-yl)acetamide